O=C([C@H](C[C@H]1C(NCC1)=O)NC(=O)[C@H]1N(CC2(CC2)C1)C([C@@H](C[C@H](C(F)(F)F)C)O)=O)COC(F)(F)F (S)-N-((S)-3-oxo-1-((S)-2-oxopyrrolidin-3-yl)-4-(trifluoromethoxy)butan-2-yl)-5-((2R,4R)-5,5,5-trifluoro-2-hydroxy-4-methylpentanoyl)-5-azaspiro[2.4]heptane-6-carboxamide